FC=1C=C(COC=2N=NC(=CC2)F)C=CC1F 3-((3,4-difluorobenzyl)oxy)-6-fluoropyridazine